(2r,3s)-3-(methylsulfonyl)-2-((((1r,3r,6s)-6-(pyrimidin-2-yl)bicyclo[4.1.0]hept-3-yl)oxy)methyl)pyrrolidine-1-carboxylic acid methyl ester COC(=O)N1[C@@H]([C@H](CC1)S(=O)(=O)C)CO[C@H]1C[C@H]2C[C@]2(CC1)C1=NC=CC=N1